tert-Butyl 2-formyl-4,6-dihydro-5H-thieno[2,3-c]pyrrole-5-carboxylate C(=O)C1=CC2=C(CN(C2)C(=O)OC(C)(C)C)S1